2-(1-(4-((4-(2-(2-aminopyridin-3-yl)-5-phenyl-3H-imidazo[4,5-b]pyridin-3-yl)benzyl)carbamoyl)phenyl)-5-hydroxy-1H-pyrazol-3-yl)acetic acid NC1=NC=CC=C1C1=NC=2C(=NC(=CC2)C2=CC=CC=C2)N1C1=CC=C(CNC(=O)C2=CC=C(C=C2)N2N=C(C=C2O)CC(=O)O)C=C1